[Si](C)(C)(C(C)(C)C)OC1C2N(C(C3=C(N1C(=O)[O-])C=CC(=C3)OC)=O)CCC2 11-((tert-butyldimethylsilyl) oxy)-7-methoxy-5-oxo-2,3,11,11a-tetrahydro-1H-benzo[e]pyrrolo[1,2-a][1,4]diazepine-10(5H)-carboxylate